BrC1=CC=C(C=C1)S(=O)(=O)OC[C@@H]1C(CC1)(F)F |r| (R/S)-(2,2-difluorocyclobutyl)methyl 4-bromobenzenesulfonate